C(C1=CC=CC=C1)OC1=C2C(=C(N(C2=CC=C1)C1=CC=C(C=C1)F)C(CC#N)(C)C)C1=CC=C(C(=O)OC)C=C1 Methyl 4-[4-benzyloxy-2-(2-cyano-1,1-dimethyl-ethyl)-1-(4-fluorophenyl)indol-3-yl]benzoate